COC(=O)C1=NC(=C(N=C1N)C(F)F)Br.CON(C1=CC=CC=C1)C(C(C(=O)O)O)(O)C(=O)O methoxyanilinetartaric acid methyl-3-amino-6-bromo-5-(difluoromethyl)pyrazine-2-carboxylate